5-(difluoromethyl)-2-[2-(trimethylsilyl)ethynyl]Pyridine FC(C=1C=CC(=NC1)C#C[Si](C)(C)C)F